N(=C=S)C=1C(=NN(C1)C)C isothiocyanato-1,3-dimethyl-pyrazole